4-cyano-N-(3-(isoxazol-4-yl)-1H-indazol-5-yl)-6,7-dihydro-5H-cyclopenta[c]pyridine-1-carboxamide C(#N)C=1C2=C(C(=NC1)C(=O)NC=1C=C3C(=NNC3=CC1)C=1C=NOC1)CCC2